rac-5-[4-benzyloxy-6-(4-tert-butyl-5-chloro-2-methyl-phenyl)-2-methyl-3-pyridyl]oxazolidin-2-one C(C1=CC=CC=C1)OC1=C(C(=NC(=C1)C1=C(C=C(C(=C1)Cl)C(C)(C)C)C)C)[C@@H]1CNC(O1)=O |r|